7-Chloro-6-(5,6-dimethoxy-1H-benzo[d]imidazol-2-yl)-2-ethyl-2H-pyrazolo[4,3-b]-pyridin-5(4H)-one ClC=1C=2C(NC(C1C1=NC3=C(N1)C=C(C(=C3)OC)OC)=O)=CN(N2)CC